5-Ethynyl-6-fluoro-4-(8-fluoro-2-(((2R,7aS)-2-fluorotetrahydro-1H-pyrrolizin-7a(5H)-yl)methoxy)-4-(2,3,6,7-tetrahydro-1H-azepin-1-yl)quinazolin-7-yl)naphthalen-2-ol C(#C)C1=C2C(=CC(=CC2=CC=C1F)O)C1=CC=C2C(=NC(=NC2=C1F)OC[C@]12CCCN2C[C@@H](C1)F)N1CCC=CCC1